C(C)(C)(C)C1(CC=C(C(=C1)C(C)(C)C)O)C 4,6-di-t-butyl-4-methylphenol